6-(6-amino-6'-((2R,6S)-2,6-dimethylmorpholino)-[3,3'-bipyridin]-5-yl)-3,4-dihydroisoquinolin-1(2H)-one NC1=C(C=C(C=N1)C=1C=NC(=CC1)N1C[C@H](O[C@H](C1)C)C)C=1C=C2CCNC(C2=CC1)=O